[Si](C1=CC=CC=C1)(C1=CC=CC=C1)(C(C)(C)C)OCCCCCCCCCC(CCO)CCCCCCCCC 12-((tert-butyldiphenylsilyl)oxy)-3-nonyldodecane-1-ol